C[C@@H]1NC[C@@H]1N1C(C2=CC=CC=C2C1=O)=O 2-((2S,3S)-2-methylazetidin-3-yl)isoindoline-1,3-dione